C(C=C)(=O)N1CC2(C1)CN(CC2)C2=NC(=NC(=C2C#N)C2=C1C=NNC1=CC=C2C)N2C[C@H](CCC2)CO 4-(2-acryloyl-2,6-diazaspiro[3.4]octan-6-yl)-2-((S)-3-(hydroxymethyl)piperidin-1-yl)-6-(5-methyl-1H-indazol-4-yl)pyrimidine-5-carbonitrile